C12COCC(N1C=1SC3=C(N1)C=CC(=C3C(=O)NC=3C=NC(=CC3C(NC31CC(C3)(C1)OC)=O)SC)OC)C2 2-(3-Oxa-6-azabicyclo[3.1.1]heptan-6-yl)-6-methoxy-N-(4-((3-methoxybicyclo[1.1.1]pentan-1-yl)carbamoyl)-6-(methylthio)pyridin-3-yl)benzo[d]thiazole-7-carboxamide